ClC=1C=C(C=C(C1)OCC=1N=CSC1C)N1C(N(C(C(=C1)C=1C(=NC=CC1)OC)=O)C=1C=NC=CC1)=O 1-[3-chloro-5-[(5-methylthiazol-4-yl)methoxy]phenyl]-5-(2-methoxy-3-pyridyl)-3-(3-pyridyl)pyrimidine-2,4-dione